COCCO METHOXYETHANOL